FC1=C(N)C=C(C(=C1)C=1N(N=CC1)C)F 2,5-difluoro-4-(2-methylpyrazol-3-yl)aniline